C(CCC)O[Si](CCCC)(OCCCC)OCCCC tributoxy(butyl)silane